C(C)N1C[C@@H](CCC1)N1CCCC2=C1N=NC(=C2C)C2=C(C=C(C=C2)C(F)(F)F)O 2-{8-[(3R)-1-ethylpiperidin-3-yl]-4-methyl-5,6,7,8-tetrahydropyrido[2,3-c]pyridazin-3-yl}-5-(trifluoromethyl)phenol